FC1(CC2=CC=3CCCC3C(=C2C1)NC(=O)N=[S@@](=O)(N)C=1C=NN2C1OC[C@H](C2)NC)F (S,6S)-N'-((2,2-difluoro-1,2,3,5,6,7-hexahydro-s-indacen-4-yl)carbamoyl)-6-(methylamino)-6,7-dihydro-5H-pyrazolo[5,1-b][1,3]oxazine-3-sulfonimidamide